OC(CC(C)C)C1CC(C(O1)=O)(C)C 5-(1-hydroxy-3-methyl-butyl)-3,3-dimethyl-tetrahydrofuran-2-one